1-(cyclobutyl-methyl)-8-dimethylamino-3-(5-methoxy-pyrazin-2-yl)-8-phenyl-1,3-diazaspiro[4.5]decan-2-one C1(CCC1)CN1C(N(CC12CCC(CC2)(C2=CC=CC=C2)N(C)C)C2=NC=C(N=C2)OC)=O